NC=1N=C(C=2C(N1)=CN(N2)CC2=C(C=C(CN(CCCCNC(CCCCCCC\C=C/CCCCCCCC)=O)C)C=C2OC)OC)NCCCC N-(4-((4-((5-amino-7-(butylamino)-2H-pyrazolo[4,3-d]pyrimidin-2-yl)methyl)-3,5-dimethoxybenzyl)(methyl)amino)butyl)oleamide